COC1(COC1)C=1C=C(C=CC1)C(=O)N1CC(CCC1)C1=CC=C(C=C1)C(F)(F)F (3-(3-Methyloxyoxetan-3-yl)phenyl)(3-(4-(trifluoromethyl)phenyl)piperidin-1-yl)methanone